2-(trifluoromethyl)pyridine-4-carboxamide tert-butyl-(1-(2-(3-(4-bromophenyl)ureido)pyridin-4-yl)azetidin-3-yl)carbamate C(C)(C)(C)N(C(O)=O)C1CN(C1)C1=CC(=NC=C1)NC(=O)NC1=CC=C(C=C1)Br.FC(C1=NC=CC(=C1)C(=O)N)(F)F